5-(4-Methyl-piperazin-1-ylmethyl)-furan-2-carboxylic acid ((R)-7-benzyloxy-2,3-dihydro-benzo[1,4]dioxin-2-ylmethyl)-amide C(C1=CC=CC=C1)OC=1C=CC2=C(O[C@@H](CO2)CNC(=O)C=2OC(=CC2)CN2CCN(CC2)C)C1